tert-butyl 2-(2-((5-bromobenzo[1,2-b:6,5-b']difuran-3-yl)methoxy)phenyl)acetate BrC1=CC2=C(OC=C2COC2=C(C=CC=C2)CC(=O)OC(C)(C)C)C=2OC=CC21